4-OXAZOLECARBOXYLIC ACID O1C=NC(=C1)C(=O)O